N=1N(N=CC1)C1=C(C=C(C=N1)NC(C1=CN=C(C(=C1)C)C1=C(C=C(C=C1)F)Cl)=O)C(F)(F)F N-(6-(2H-1,2,3-triazol-2-yl)-5-(trifluoromethyl)pyridin-3-yl)-6-(2-chloro-4-fluorophenyl)-5-methylnicotinamide